ClC=1C=CC(=C(C1)C1=CC(N(C=C1OC)[C@H](C(=O)NC1=CC(=C(C(=O)N)C=C1)F)C)=O)N1N=NC(=C1)C(F)F 4-({(2S)-2-[4-{5-chloro-2-[4-(difluoromethyl)-1H-1,2,3-triazol-1-yl]phenyl}-5-methoxy-2-oxopyridin-1(2H)-yl]propionyl}amino)-2-fluorobenzamide